1-(6-(((5-Bromo-7-((2-(trimethylsilyl)ethoxy)methyl)-7H-pyrrolo[2,3-d]pyrimidin-4-yl)amino)methyl)pyridin-2-yl)pyrrolidin-3-ol BrC1=CN(C=2N=CN=C(C21)NCC2=CC=CC(=N2)N2CC(CC2)O)COCC[Si](C)(C)C